ClC1=C(C=CC=C1)N1N=CC(=C1C(F)(F)F)C(=O)NC1=CC(=C(C=C1)OC1=C2C(=NC=C1)NC(N2C(C)C)=O)F (2-chlorophenyl)-N-(3-fluoro-4-((1-isopropyl-2-keto-2,3-dihydro-1H-imidazo[4,5-b]pyridin-7-yl)oxy)phenyl)-5-(trifluoromethyl)-1H-pyrazole-4-carboxamide